2-(α,β-Dihydroxyethyl)-p-phenylendiamin OC(CO)C1=C(C=CC(=C1)N)N